γ-(2-aminoethyl)aminoPropylmethyldiethoxysilane NCCNCCC[Si](OCC)(OCC)C